C(=O)(OCC1C2=CC=CC=C2C2=CC=CC=C12)N([C@@H](CC1=CNC2=CC=CC=C12)C(=O)O)C(=O)OC(C)(C)C fmoc-N-Boc-L-tryptophan